ClC1=CC=CC(=N1)C1=NC(=NC(=N1)NC1C(CCC1)(F)F)NC1C(CCC1)(F)F 6-(6-Chloropyridin-2-yl)-N2,N4-bis(2,2-difluorocyclopentyl)-1,3,5-triazine-2,4-diamine